FC1=C(C=CC(=C1)F)CC(=O)C1=C(C(=O)OC)C=C(C=C1[N+](=O)[O-])F methyl 2-[2-(2,4-difluorophenyl)acetyl]-5-fluoro-3-nitrobenzoate